COC1=C2C=C(NC2=CC=C1)C(=O)N[C@H](CN[C@H](C(=O)OC)C[C@H]1C(NCC1)=O)CC(C)(C)C (S)-methyl 2-(((S)-2-(4-methoxy-1H-indole-2-carboxamido)-4,4-dimethylpentyl)amino)-3-((S)-2-oxopyrrolidin-3-yl)propanoate